C(#N)C(=CC1=CC=C(C=CC(=O)O)C=C1)C#N 4-(2,2-dicyanovinyl)cinnamic acid